NN1C(=NC(=C1C(=O)N)C1=CC=C(C=C1)C(NC1=NC=C(C=C1)C)=O)[C@H]1N(CCC1)C(\C=C\CC)=O (S,E)-1-amino-4-(4-((5-methylpyridin-2-yl)carbamoyl)phenyl)-2-(1-(pent-2-enoyl)pyrrolidin-2-yl)-1H-imidazole-5-carboxamide